6-(3-methoxy-2-methylphenyl)-2-(5-nitropyridin-2-yl)phthalazin-1(2H)-one COC=1C(=C(C=CC1)C=1C=C2C=NN(C(C2=CC1)=O)C1=NC=C(C=C1)[N+](=O)[O-])C